CC=1C=CC=2N(C1)C=C(N2)CN2C(C1=CN=CC(=C1C=C2)N2CC(C2)C2=CC=CC=C2)=O 2-({6-methylimidazo[1,2-a]pyridin-2-yl}methyl)-5-(3-phenylazetidin-1-yl)-1,2-dihydro-2,7-naphthyridin-1-one